4,6-dichloro-N-(2,4-dimethoxybenzyl)-N-(2-methylbenzoyl)picolinamide ClC1=CC(=NC(=C1)Cl)C(=O)N(C(C1=C(C=CC=C1)C)=O)CC1=C(C=C(C=C1)OC)OC